FC(S(=O)(=O)OC=1C2=C(N=C(N1)SC)OC(CC2)C2=C1C=NN(C1=CC(=C2Cl)C)S(=O)(=O)C(F)(F)F)(F)F 7-(5-Chloro-6-methyl-1-((trifluoromethyl)sulfonyl)-1H-indazol-4-yl)-2-(methylthio)-6,7-dihydro-5H-pyrano[2,3-d]pyrimidin-4-yl trifluoromethanesulfonate